NC1=C2N=CN(C2=NC(=N1)F)[C@H]1C[C@@H]([C@@](O1)(C#C)COP(=O)(OC1=CC=CC=C1)N[C@H](C(=O)OCCCCCCCCCCCCCCCCCCCCCC)CC1=CC(=CC(=C1)F)F)O Docosyl (2S)-2-(((((2R,3S,5R)-5-(6-amino-2-fluoro-9H-purin-9-yl)-2-ethynyl-3-hydroxytetra-hydrofuran-2-yl)methoxy)-(phenoxy)phosphoryl)-amino)-3-(3,5-difluoro-phenyl)propanoate